4-[2-(2-Chloro-3-fluoro-4-pyridinyl)ethynyl]-5-methyl-1-(6-methyl-3-pyridinyl)imidazole-2-carboxylic acid methyl ester COC(=O)C=1N(C(=C(N1)C#CC1=C(C(=NC=C1)Cl)F)C)C=1C=NC(=CC1)C